CN1N=C(C=C1OC(C1=CC=C(C=C1)S(=O)(=O)C(C)C)=O)C 4-isopropylsulfonyl-benzoic acid (1,3-dimethylpyrazol-5-yl) ester